NC\C(\CC=1N(C(NN1)=O)C1=C(C=C(C=C1)C1=CC2=C(OCO2)C=C1)F)=C\F [(E)-2-(aminomethyl)-3-fluoro-allyl]-4-[4-(1,3-benzodioxol-5-yl)-2-fluoro-phenyl]-1,2,4-triazol-3-one